COCCOC=1C=C(C=2N(C1)N=CC2C(=O)N(C)C)C=2C=NC(=CC2)N2CC1N(C(C2)C1)CC=1C=NC(=CC1)OC 6-(2-methoxyethoxy)-4-(6-(6-((6-methoxypyridin-3-yl)methyl)-3,6-diazabicyclo[3.1.1]heptan-3-yl)pyridin-3-yl)-N,N-dimethylpyrazolo[1,5-a]pyridine-3-carboxamide